C(C1=CC=CC=C1)OC1=NC(=CC=C1N1C(N(C2=C1C=CC(=C2)NC2CN(C2)C(=O)OC(C)(C)C)C)=O)OCC2=CC=CC=C2 tert-butyl 3-[[1-(2,6-dibenzyloxy-3-pyridyl)-3-methyl-2-oxo-benzimidazol-5-yl]amino]azetidine-1-carboxylate